ethyl-propyl-1,5-pentanediol C(C)C(CCCCO)(O)CCC